3-(6-bromo-3-(5-fluoropyridin-3-yl)-2,4-dioxo-3,4-dihydrothieno[3,2-d]pyrimidin-1(2H)-yl)propionitrile BrC1=CC=2N(C(N(C(C2S1)=O)C=1C=NC=C(C1)F)=O)CCC#N